(2S,5'S)-N-((S)-1-(2,4-dichloro-phenyl)ethyl)-5'-fluoro-6',7'-dihydro-5'H-spiro[oxirane-2,8'-quinoline]-5'-carboxamide ClC1=C(C=CC(=C1)Cl)[C@H](C)NC(=O)[C@]1(C=2C=CC=NC2[C@]2(CC1)OC2)F